COC1CC(C1)(C1=NN=CN1C)C=1C=C(C=CC1)N1C(C2=C(C(=C1)C(F)(F)F)C=C(N2)CN2C[C@H](CCC2)C)=O 6-(3-((1r,3S)-3-methoxy-1-(4-methyl-4H-1,2,4-triazol-3-yl)cyclobutyl)phenyl)-2-(((S)-3-methylpiperidin-1-yl)methyl)-4-(trifluoromethyl)-1,6-dihydro-7H-pyrrolo[2,3-c]pyridin-7-one